1-(2-((1-((dimethylamino)methyl)cyclopropyl)methoxy)-6-(3-hydroxy-8-iodo-1-naphthoyl)-6,7-dihydro-5H-pyrrolo[3,4-d]pyrimidin-4-yl)azepan-4-one CN(C)CC1(CC1)COC=1N=C(C2=C(N1)CN(C2)C(=O)C2=CC(=CC1=CC=CC(=C21)I)O)N2CCC(CCC2)=O